(2-((1R,6R)-3-methyl-6-(prop-1-en-2-yl)cyclohex-2-enyl)-5-propyl-1,3-phenylene)bis(oxy)bis(trimethylsilane) CC1=C[C@H]([C@@H](CC1)C(=C)C)C1=C(C=C(C=C1O[Si](C)(C)C)CCC)O[Si](C)(C)C